OCC12CNC(C1)(C2)C(=O)OC methyl 4-(hydroxymethyl)-2-azabicyclo[2.1.1]hexane-1-carboxylate